2,2,6,6-tetra-methyl-4-piperidinol CC1(NC(CC(C1)O)(C)C)C